(S)-(5-amino-1H-imidazol-2-yl)(6,7-dichloro-1-methyl-1,3,4,5-tetrahydro-2H-pyrido[4,3-b]indol-2-yl)methanone NC1=CN=C(N1)C(=O)N1[C@H](C2=C(NC=3C(=C(C=CC23)Cl)Cl)CC1)C